ClCCN1N=CC2=CC(=CC(=C12)F)SC1=CC=C(C=C1)O 4-((1-(2-chloroethyl)-7-fluoro-1H-indazol-5-yl)thio)phenol